(E)-13-methyloxapentadec-10-en-2-one CC(C/C=C/CCCCCCCC(O)=O)CC